(E)-methyl 7-(3-(1H-imidazol-1-yl) prop-1-en-1-yl)-1-(cyclopropylmethyl)-1H-indole-2-carboxylate N1(C=NC=C1)C/C=C/C=1C=CC=C2C=C(N(C12)CC1CC1)C(=O)OC